C[Si]1(C2=C(C3=CC4=C(C5=C(O4)C(=CC=C5)C5=NC=CC(=C5)C([2H])([2H])[2H])C=C31)C=CC=C2)C 2-(11,11-dimethyl-11H-benzo[b]benzo[4,5]silolo[2,3-f]benzofuran-4-yl)-4-(methyl-d3)pyridine